(2s,3r)-dihydroxyphenyl-serine OC([C@H](NC1=CC=CC=C1)C(=O)O)(O)O